(5RS,7RS)-3-Oxo-7-(trifluoromethyl)-2-{[6-(trifluoromethyl)pyridin-3-yl]methyl}-2,3,5,6,7,8-hexahydro[1,2,4]triazolo[4,3-a]pyridine-5-carboxylic acid O=C1N(N=C2N1[C@H](C[C@H](C2)C(F)(F)F)C(=O)O)CC=2C=NC(=CC2)C(F)(F)F |r|